8-Chloro-2-[p-(trifluoromethyl)phenyl]-1,2-dihydro-2,3,7-triaza-1-bora-1-naphthol ClC=1N=CC=C2C=NN(B(C12)O)C1=CC=C(C=C1)C(F)(F)F